N(N)CC1=CC=C(C=C1)NC(OC(C)(C)C)=O tert-butyl (4-(hydrazineylmethyl)phenyl)carbamate